FC=1C=C(C=C(C1)F)CC=1C=C2C(=NNC2=CC1)NC(C1=C(C=C(C=C1)N1CCN(CC1)C(C(F)(F)F)=O)N(C(C(F)(F)F)=O)C(C)C)=O N-[5-[(3,5-difluorophenyl)methyl]-1H-indazol-3-yl]-2-[isopropyl-(2,2,2-trifluoroacetyl)amino]-4-[4-(2,2,2-trifluoroacetyl)piperazin-1-yl]benzamide